C(C)OC1(CSC1)C1=CC=C(C=C1)C(=O)N1CC2CN(CC2C1)C1=CC=C(C=C1)C(F)(F)F (4-(3-ethoxythietan-3-yl)phenyl)(5-(4-(trifluoromethyl)phenyl)hexahydropyrrolo[3,4-c]pyrrol-2(1H)-yl)methanone